NC=1C(=CC=C(C1)S(=O)(=O)O)S(=O)(=O)[O-].[Na+] monosodium aniline-2,5-disulfonate